C12(CC3(CC(CC(C1)C3)C2)N)N 1,3-adamantanediamine